FC1(C(N(C2=C(O1)C=C(C(=C2)C2=C(C(=C(C(=C2F)F)F)F)F)F)CC2CC(C2)CC(=O)O)=O)F 2-((1r,3r)-3-((2,2,7-trifluoro-3-oxo-6-(perfluorophenyl)-2,3-dihydro-4H-benzo[b][1,4]oxazin-4-yl)methyl)cyclobutyl)acetic acid